tributyl-(3-methylbut-2-en-1-yl)stannane C(CCC)[Sn](CC=C(C)C)(CCCC)CCCC